[Si].C1(=CC=CC=C1)C1=CC=C(C=C1)C1=CC=C(C=C1)C1=CC=CC=C1 diphenyl-biphenyl silicon